C(C)O[Si](CCCN1C(N(C(N(C1=O)CCC[Si](OCC)(OCC)OCC)=O)CCC[Si](OCC)(OCC)OCC)=O)(OCC)OCC 1,3,5-tris[3-(triethoxysilyl)propyl]-1,3,5-triazine-2,4,6(1H,3H,5H)-trione